FC(C(=O)O)(F)F.FC1=C2C=CC(=CC2=CC=C1)O 5-fluoronaphthalen-2-ol 2,2,2-trifluoroacetic acid Salt